2-[3,5-difluoro-4-(2-trimethylsilylethoxymethoxy)phenyl]-6-methyl-6-(trifluoromethyl)-7,8-dihydroquinolin-5-one FC=1C=C(C=C(C1OCOCC[Si](C)(C)C)F)C1=NC=2CCC(C(C2C=C1)=O)(C(F)(F)F)C